ClC1=CC(=NC=C1F)C=1[C@H]2C3=C(C(N([C@@H](C1)C2)C)=O)C=CC=C3OC(F)F (3R,6S)-5-(4-chloro-5-fluoropyridin-2-yl)-7-(difluoromethoxy)-2-methyl-3,6-dihydro-3,6-methanobenzo[c]azocin-1(2H)-one